FC[C@@H]1CN(CCO1)C=1OC2=CC=C(C=C2C(C1)=O)C(=O)N(C)C 2-[(2S)-2-(fluoromethyl)morpholin-4-yl]-N,N-dimethyl-4-oxo-chromene-6-carboxamide